ClC1=CC=C(C(=N1)C(=O)N)O[C@H](C)C=1C=C(C=C2C(C(=C(OC12)C1=CC2=CN(N=C2C=C1)C(F)(F)F)C)=O)C 6-Chloro-3-[(1R)-1-[3,6-dimethyl-4-oxo-2-[2-(trifluoromethyl)indazol-5-yl]chromen-8-yl]ethoxy]pyridine-2-carboxamide